C1(CC1)COC=1C=C(C(=O)N[C@@H](C)C2=NC=NN2C2=NC=C(C=N2)N=S(=O)(C)C)C=C(C1)C(F)(F)F (S)-3-(cyclopropylmethoxy)-N-(1-(1-(5-((dimethyl(oxo)-λ6-sulfaneylidene)amino)pyrimidin-2-yl)-1H-1,2,4-triazol-5-yl)ethyl)-5-(trifluoromethyl)benzamide